(S)-(1-(8-((2-amino-3-chloropyridin-4-yl)thio)imidazo[1,2-c]pyrimidin-5-yl)-4'H,6'H-spiro[piperidin-4,5'-pyrrolo[1,2-c][1,2,3]triazol]-4'-yl)carbamic acid tert-butyl ester C(C)(C)(C)OC(N[C@H]1C2(CN3N=NC=C31)CCN(CC2)C2=NC=C(C=3N2C=CN3)SC3=C(C(=NC=C3)N)Cl)=O